octadec-6,9-dienoic acid C(CCCCC=CCC=CCCCCCCCC)(=O)O